methyl N-((4-(5-((2,4-bis(trifluoromethyl)phenyl)methyl)-2-(2,6-diethylphenyl)-6,6-dimethyl-4H-pyrrolo[3,4-c]pyrazol-3-yl)-2,5-difluoro-phenyl)carbamoyl)carbamate FC(C1=C(C=CC(=C1)C(F)(F)F)CN1C(C2=NN(C(=C2C1)C1=CC(=C(C=C1F)NC(=O)NC(OC)=O)F)C1=C(C=CC=C1CC)CC)(C)C)(F)F